N-(5-(2,6-Dimethoxyphenyl)-6-(6-ethoxypyridin-2-yl)-5H-imidazo[4,5-c]pyridazin-3-yl)-1-(3-hydroxy-3-methylcyclobutyl)methanesulfonamide COC1=C(C(=CC=C1)OC)N1C(=NC=2N=NC(=CC21)NS(=O)(=O)CC2CC(C2)(C)O)C2=NC(=CC=C2)OCC